C(C)(C)(C)N1CCC(CC1)N1N=NC(=C1)[C@H](C1=C2CN(CC2=CC=C1)C(CO)=O)NC=1C=C2C(=C(C=NC2=C(C1)Cl)C#N)NC1=CC(=C(C=C1)F)Cl (S)-6-(((1-(1-(tert-butyl)piperidin-4-yl)-1H-1,2,3-triazol-4-yl)(2-(2-hydroxyacetyl)isoindolin-4-yl)methyl)amino)-8-chloro-4-((3-chloro-4-fluorophenyl)amino)quinoline-3-carbonitrile